ClC1=CC=C2C(=N1)N(C=N2)[C@@H](C)C=2C=NC=CC2 (S)-5-chloro-3-(1-(pyridin-3-yl)ethyl)-3H-imidazo[4,5-b]pyridine